CO[Si](CCC[SiH2]CCC[Si](OC)(OC)OC)(OC)OC bis[3-(trimethoxysilyl)propyl]silane